5-methoxy-2,2-dimethyl-N-(1-(2-(1-methylpiperidin-4-yl)ethyl)-1H-indazol-3-yl)-2H-chromen-6-carboxamide COC1=C2C=CC(OC2=CC=C1C(=O)NC1=NN(C2=CC=CC=C12)CCC1CCN(CC1)C)(C)C